2-[(2S,5R)-2,5-Dimethylpyrrolidin-1-yl]-6-(6-methoxy-2-pyridyl)-N-(1H-pyrazol-5-ylsulfonyl)pyridin-3-carboxamid C[C@@H]1N([C@@H](CC1)C)C1=NC(=CC=C1C(=O)NS(=O)(=O)C1=CC=NN1)C1=NC(=CC=C1)OC